N1CC(C1)CN1N=CC=C1C(=O)N[C@H](C(=O)NC1=NC(=C(C=C1)C=1C(=NNC1C)C)F)C(C1CCCCC1)C1CCCCC1 2-(azetidin-3-ylmethyl)-N-[(1S)-1-(dicyclohexylmethyl)-2-[[5-(3,5-dimethyl-1H-pyrazol-4-yl)-6-fluoro-2-pyridinyl]amino]-2-oxo-ethyl]pyrazole-3-carboxamide